NC1=NC2=C(N1CC(C)C=1C=C(C=CC1)C1=C(C=NN1C)C1=NC(=CC(=C1)C(=O)O)C)C=C(C=C2)Br 2-[5-[3-[2-(2-amino-6-bromo-benzimidazol-1-yl)-1-methyl-ethyl]phenyl]-1-methyl-pyrazol-4-yl]-6-methyl-pyridine-4-carboxylic acid